BrC=1C=C(C=C(C1)F)C1=CC=CC=C1 3-bromo-5-fluoro-1,1'-biphenyl